ClC1=CC=C(C=C1)C=1C(=CN(C(C1)=O)C)C=1C=NN(C1)C1=C(C#N)C(=CC=C1)F 2-{4-[4-(4-Chloro-phenyl)-1-methyl-6-oxo-1,6-dihydro-pyridin-3-yl]-pyrazol-1-yl}-6-fluoro-benzonitrile